CC=1N(C(=NN1)S)C methyl-4-methyl-4H-1,2,4-triazole-3-thiol